8-(azetidin-3-yl)-2-[5-[(3-methyloxetan-3-yl)methoxy]benzimidazol-1-yl]quinoline N1CC(C1)C=1C=CC=C2C=CC(=NC12)N1C=NC2=C1C=CC(=C2)OCC2(COC2)C